3-methoxy-4-(2-methoxyethoxy)-N-(2-(2-methylpyridin-4-yl)-1H-pyrrolo[3,2-c]pyridin-6-yl)benzamide COC=1C=C(C(=O)NC2=CC3=C(C=N2)C=C(N3)C3=CC(=NC=C3)C)C=CC1OCCOC